OC1(COC1)CN1C(=NC2=C1C=CC(=C2)C(=O)NCCOC)NC=2OC1=C(N2)C=CC(=C1)OC(F)(F)F 1-((3-hydroxyoxetan-3-yl)methyl)-N-(2-methoxyethyl)-2-((6-(trifluoromethoxy)-benzo[d]oxazol-2-yl)-amino)-1H-benzo[d]-imidazole-5-carboxamide